(4-benzyloxy-5,6-difluoro-2-naphthyl)methanol C(C1=CC=CC=C1)OC1=CC(=CC2=CC=C(C(=C12)F)F)CO